((4-(bromomethyl)phenyl)ethynyl)trimethylsilane BrCC1=CC=C(C=C1)C#C[Si](C)(C)C